2-(6-(methyl-(2,2,6,6-tetramethylpiperidin-4-yl)amino)pyridazin-3-yl)-4-(1H-pyrazol-1-yl)phenol CN(C1=CC=C(N=N1)C1=C(C=CC(=C1)N1N=CC=C1)O)C1CC(NC(C1)(C)C)(C)C